Cl.C(C1=CC=CC=C1)OC(=O)N1CC2=CC=C(C=C2CC1)C=1CCNCC1 6-(1,2,3,6-tetrahydropyridin-4-yl)-3,4-dihydro-1H-isoquinoline-2-carboxylic acid benzyl ester HCl